(S)-1-(4-(2,3-dimethylphenyl)piperazin-1-yl)-2-(3-(4-(2-hydroxyacetyl)-3-methylpiperazine-1-carbonyl)-5,6-dihydrocyclopenta[c]pyrazol-1(4H)-yl)ethanone CC1=C(C=CC=C1C)N1CCN(CC1)C(CN1N=C(C2=C1CCC2)C(=O)N2C[C@@H](N(CC2)C(CO)=O)C)=O